P(=O)(OOC1=C(C(=CC=C1)OC)OC)(OOC1=C(C(=CC=C1)OC)OC)[O-] bis(dimethoxyphenoxy) phosphate